C1(=CC=CC=C1)C=1C=NC=C(C#N)C1 5-phenyl-nicotinonitrile